N-[(3S)-1-[2-(2-aminoethoxy)ethyl]pyrrolidin-3-yl]-4-[[(1S,2S)-6-chloro-4-cyano-2-(dimethylamino)-2,3-dihydro-1H-inden-1-yl]oxy]-3-methylbenzene-1-sulfonamide NCCOCCN1C[C@H](CC1)NS(=O)(=O)C1=CC(=C(C=C1)O[C@@H]1[C@H](CC2=C(C=C(C=C12)Cl)C#N)N(C)C)C